5-bromo-2-(2,4-dioxotetrahydropyrimidine-1(2H)-yl)isoindoline-1,3-dione BrC=1C=C2C(N(C(C2=CC1)=O)N1C(NC(CC1)=O)=O)=O